ClC1=CC=C(C=N1)CN(C=1C=COC1)CC1=C(C=CC=C1)Cl 4-{[(6-Chloropyridine-3-yl)methyl](2-chlorobenzyl)amino}furan